C1CCO1 1,3-Epoxy-Propane